CS(=O)(=O)C1=CC=C(C=C1)NCC(=O)O (4-(methylsulfonyl)phenyl)glycine